4-methoxy-2,6,8-trimethyl-6,8-dihydro-7H-pyrrolo[2,3-g]quinazolin-7-one COC1=NC(=NC2=CC3=C(C=C12)N(C(C3C)=O)C)C